(2-CHLORO-6-FORMYL-PHENYL)-CARBAMIC ACID TERT-BUTYL ESTER C(C)(C)(C)OC(NC1=C(C=CC=C1C=O)Cl)=O